CC1=C(C=C(C=C1)CC=O)C(F)(F)F 2-(4-methyl-3-(trifluoromethyl)phenyl)ethan-1-one